N[C@@H](C(=O)O)CCCC#C (2R)-2-amino-6-heptynoic acid